(S)-4-(6-(3-((2-(3-carboxypropanoyl)-4-fluoro-6-methoxybenzo[b]thiophen-5-yl)oxy)propoxy)-5-methoxybenzo[b]thiophen-2-yl)-2-methyl-4-oxobutanoic acid C(=O)(O)CCC(=O)C1=CC2=C(S1)C=C(C(=C2F)OCCCOC=2C(=CC1=C(SC(=C1)C(C[C@@H](C(=O)O)C)=O)C2)OC)OC